CC(C)C(CC(=O)[O-])(C(=O)[O-])O The molecule is a dicarboxylic acid dianion resulting from the removal of a proton from both of the carboxylic acid groups of 2-isopropylmalic acid. It has a role as a Saccharomyces cerevisiae metabolite. It is a 2-isopropylmalate and a dicarboxylic acid dianion. It derives from a succinate(2-). It is a conjugate base of a 2-isopropylmalic acid.